C(C)(=O)N1CC(C1)(C(=O)N(C)[C@H](C(F)(F)F)C1=CC=C(C=C1)NC1C(C2=CC=CC=C2C1)(C)C)C 1-acetyl-N-((1S)-1-(4-((1,1-dimethyl-2,3-dihydro-1H-inden-2-yl)amino)phenyl)-2,2,2-trifluoroethyl)-N,3-dimethylazetidine-3-carboxamide